3-((2,5-dichloropyrimidin-4-yl)amino)thiophene-2-carboxamide ClC1=NC=C(C(=N1)NC1=C(SC=C1)C(=O)N)Cl